7-methyl-9-(4-methylbenzyl)guanine iodide [I-].CN1CN(C=2N=C(NC(C12)=O)N)CC1=CC=C(C=C1)C